CN1CC2C(CC1)CCN2 6-methyl-1,2,3,3a,4,5,7,7a-octahydropyrrolo[2,3-c]pyridine